NCCN1C(NCC1)=O 3-aminoethyl-2-imidazolidinone